FC=1C(=CC=2C3=C(NC(C2C1)=O)COC[C@H]3N(C(=O)C3=CN1C=CC=C1C=C3)C)F (S)-N-(8,9-Difluoro-6-oxo-1,4,5,6-tetrahydro-2H-pyrano[3,4-c]isoquinolin-1-yl)-N-methylindolizine-6-carboxamide